CC=1C=C(N)C=CC1OC1=NC=C(N=C1)C 3-methyl-4-[(5-methylpyrazin-2-yl)oxy]aniline